N-(4-(5-chloropyridin-3-yl)-2,6-difluorophenyl)-2-(2-(cyclopropanesulfonamido)thiazol-4-yl)-2-methylpropanamide ClC=1C=C(C=NC1)C1=CC(=C(C(=C1)F)NC(C(C)(C)C=1N=C(SC1)NS(=O)(=O)C1CC1)=O)F